(R)-1-(1-acryloylpyrrolidin-3-yl)-4-nitro-3-(4-phenoxyphenyl)-1H-benzo[d]imidazol-2(3H)-one C(C=C)(=O)N1C[C@@H](CC1)N1C(N(C2=C1C=CC=C2[N+](=O)[O-])C2=CC=C(C=C2)OC2=CC=CC=C2)=O